FC=1C(=NC=C(C1)F)N1N=CC(=N1)C(=O)O 2-(3,5-Difluoropyridin-2-yl)-2H-1,2,3-triazole-4-carboxylic acid